(2R,3R)-5,7-Bis(benzyloxy)-2-(3,4-bis(methoxymethoxy)phenyl)-3-(methoxymethoxy)chromane C(C1=CC=CC=C1)OC1=C2C[C@H]([C@H](OC2=CC(=C1)OCC1=CC=CC=C1)C1=CC(=C(C=C1)OCOC)OCOC)OCOC